N[C@H](C(=O)N1[C@H]2C[C@H]2C[C@H]1C#N)C12CC3(CC(C[C@@H](C1)C3)C2)OCCN2CCC(CC2)NC(=O)C2=CNC(C=C2)=O N-(1-(2-(((1R,3S,5S)-3-((S)-1-amino-2-((1S,3S,5S)-3-cyano-2-azabicyclo[3.1.0]hexan-2-yl)-2-oxoethyl)adamantan-1-yl)oxy)ethyl)piperidin-4-yl)-6-oxo-1,6-dihydropyridine-3-carboxamide